dimethylpropoxy(2-isopropenylphenyl)silane C[Si](C1=C(C=CC=C1)C(=C)C)(OCCC)C